CC=1N(C(=CC1)C)C(C)=O 1-(2,5-dimethylpyrrol-1-yl)ethanone